1-imidazo[1,2-a]pyridin-7-ylcyclobutanol N=1C=CN2C1C=C(C=C2)C2(CCC2)O